naphthoquinone triflate OS(=O)(=O)C(F)(F)F.C1(C=CC(C2=CC=CC=C12)=O)=O